3-hexyn-1,6-diol C(CC#CCCO)O